4-nitrobenzene-1,3-diamine [N+](=O)([O-])C1=C(C=C(C=C1)N)N